(2R)-2-({[(9H-fluoren-9-yl)methoxy]carbonyl}amino)-6-({4-[2-oxo-2-(prop-2-en-1-yloxy)ethyl]piperazine-1-carbonyl}amino)hexanoic acid C1=CC=CC=2C3=CC=CC=C3C(C12)COC(=O)N[C@@H](C(=O)O)CCCCNC(=O)N1CCN(CC1)CC(OCC=C)=O